(S)-2-amino-5-(4-(carboxymethyl)piperazin-1-yl)-5-oxopentanoic acid N[C@H](C(=O)O)CCC(=O)N1CCN(CC1)CC(=O)O